ClC1=C(C=C2C=C(N=CC2=C1)NC(=O)[C@H]1[C@H](C1)C1CCOCC1)N1CCN(CC1)[C@@]1(COC[C@@H]1O)C (1R,2R)-N-[7-chloro-6-[4-((3R,4R)-4-hydroxy-3-methyl-tetrahydrofuran-3-yl)piperazin-1-yl]-3-isoquinolyl]-2-tetrahydropyran-4-yl-cyclopropanecarboxamide